C(#N)C1=CC(=CC=2N=C(OC21)C=2C(=C(C=CC2)C2=C(C(=CC=C2)NC=2N=CC=C1C=C(C=NC21)CN2C[C@@](CC2)(C)O)C)C)CN2C[C@@H](CC2)C (R)-1-((7-Cyano-2-(3'-(3-(((S)-3-hydroxy-3-methylpyrrolidin-1-yl)methyl)-1,7-naphthyridin-8-ylamino)-2,2'-dimethylbiphenyl-3-yl)benzo[d]oxazol-5-yl)methyl)-3-methylpyrrolidin